3-(5-(4-(((4-methylbenzyl)amino)methyl)pyridin-2-yl)-1-oxoisoindolin-2-yl)piperidine-2,6-dione CC1=CC=C(CNCC2=CC(=NC=C2)C=2C=C3CN(C(C3=CC2)=O)C2C(NC(CC2)=O)=O)C=C1